(Dimethylamino)diethyl-vinylsilane CN(C)[Si](C=C)(CC)CC